benzoic acid (3-bromopropyl) ester BrCCCOC(C1=CC=CC=C1)=O